COC1=C(C=CC=C1)C1N(CCC1)C(=O)C1=CN(C2=C1C(N(C=C2C)C)=O)C 3-((2-(2-methoxyphenyl)pyrrolidin-1-yl)carbonyl)-1,5,7-trimethyl-1,5-dihydro-4H-pyrrolo[3,2-c]pyridin-4-one